(S)-methyl 5-bromo-2-(3-(5-(trifluoromethyl)pyridin-2-yloxy)pyrrolidin-1-yl)benzoate BrC=1C=CC(=C(C(=O)OC)C1)N1C[C@H](CC1)OC1=NC=C(C=C1)C(F)(F)F